3-[6-[1-[1-(4-methoxyphenyl)ethyl]pyrazol-4-yl]benzofuran-3-yl]piperidine-2,6-dione COC1=CC=C(C=C1)C(C)N1N=CC(=C1)C1=CC2=C(C(=CO2)C2C(NC(CC2)=O)=O)C=C1